CN(S(=O)(=O)C1=CC(=C(C=C1)NCC#C)OC)CCOCCOCCOCCNC(OC(C)(C)C)=O tert-butyl N-(2-{2-[2-(2-{N-methyl-3-methoxy-4-[(prop-2-yn-1-yl)amino]benzenesulfonamido}ethoxy)ethoxy]ethoxy}ethyl)carbamate